(S)-11-(4-fluorophenyl)-3-(2-methoxyethoxy)-10-(trifluoromethyl)-3,4-dihydro-2H,6H-[1,4]thiazepino[2,3,4-ij]quinazoline-6,8(7H)-dione FC1=CC=C(C=C1)C1=C(C=C2C(NC(N3C2=C1SC[C@H](C3)OCCOC)=O)=O)C(F)(F)F